ClC1=C(C2=C(NC(OC23CNCC(C3)(C)C)=O)C=C1)F 6-Chloro-5-fluoro-5',5'-dimethylspiro[benzo[d][1,3]oxazine-4,3'-piperidin]-2(1H)-one